The molecule is a hydrochloride salt resulting from the formal reaction of equimolar amounts of thiocyclam and hydrogen chloride. A nicotinic acetylcholine receptor agonist used as a broad-spectrum insecticide. Not approved for use within the European Union. It has a role as an agrochemical, an insecticide and a nicotinic acetylcholine receptor agonist. It contains a thiocyclam(1+). CN(C)C1CSSSC1.Cl